2-(5-(7-methoxy-4-(1-methyl-3-phenyl-1H-pyrazol-4-yl)quinazolin-6-yl)thiazol-2-yl)propan-2-ol COC1=C(C=C2C(=NC=NC2=C1)C=1C(=NN(C1)C)C1=CC=CC=C1)C1=CN=C(S1)C(C)(C)O